tert-Butyl (3R)-3-[2-[(4S)-4-isopropyl-2-oxo-oxazolidin-3-yl]-2-oxo-ethyl]pyrrolidine-1-carboxylate C(C)(C)[C@@H]1N(C(OC1)=O)C(C[C@@H]1CN(CC1)C(=O)OC(C)(C)C)=O